ClC=1C=C(C=C(C1)CCN[C@H](C1=CC=CC=C1)[C@H]1CNC2=C(O1)C(=CC=C2)C#N)C(C(=O)O)(C)C 2-(3-chloro-5-(2-(((R)-((R)-8-cyano-3,4-dihydro-2H-benzo[b][1,4]oxazin-2-yl)(phenyl)methyl)amino)ethyl)phenyl)-2-methylpropanoic acid